C12OC3CC(C(C3C1)C2)=O oxatricyclo-[4.2.1.03,7]nonan-5-one